diallyl-methyl-hexadecyl-ammonium chloride [Cl-].C(C=C)[N+](CCCCCCCCCCCCCCCC)(C)CC=C